tert-butyl (3-bromopyrazolo[1,5-a]pyridin-5-yl)(methyl)carbamate BrC=1C=NN2C1C=C(C=C2)N(C(OC(C)(C)C)=O)C